FC1=CC=C(C=C1)[C@H](C)NC1=NC(=CC(=C1)OC1CCOCC1)NC1=NC=CN=C1 (S)-N2-[1-(4-fluorophenyl)ethyl]-N6-(pyrazin-2-yl)-4-(tetrahydro-2H-pyran-4-yloxy)pyridine-2,6-diamine